FC1=C(C=2C(=N[Se]N2)C(=C1F)C=1SC=CC1)C=1SC=CC1 5,6-difluoro-4,7-bis(thiophen-2-yl)benzo[c][1,2,5]selenadiazole